C[C@@H]1N(CC[C@H](C1)CC1=CC=2N(C=C1)N=CC2N2C(NC(CC2)=O)=O)S(=O)(=O)C 1-(5-(((2S,4R)-2-methyl-1-(methylsulfonyl)piperidin-4-yl)methyl)pyrazolo[1,5-a]pyridin-3-yl)dihydropyrimidine-2,4(1H,3H)-dione